N-(3,4-dichloro-1H-indol-7-yl)-1-(methylsulfonylmethyl)pyrazole-4-sulfonamide ClC1=CNC2=C(C=CC(=C12)Cl)NS(=O)(=O)C=1C=NN(C1)CS(=O)(=O)C